C1=C2C3=C(C=NC2=CC=C1)C=CC=C3 benzo[c]quinoline